CS(=O)(C1=CC=CC=C1)=NC1=C2C(=NC(=C1)N1[C@@H](COCC1)C)C(=NS2)C2=CC(=NN2)C methyl-({[3-(3-methyl-1H-pyrazol-5-yl)-5-[(3R)-3-methylmorpholin-4-yl]-[1,2]thiazolo[4,5-b]pyridin-7-yl]imino})phenyl-λ^6-sulfanone